Cl.Cl.ClC=1C(N(N=CC1NC[C@H]1COCCC1)C1=CC=C(C=C1)OC1CCNCC1)=O 4-chloro-2-[4-(4-piperidyloxy)phenyl]-5-[[(3S)-tetrahydropyran-3-yl]methylamino]pyridazin-3-one hydrochloride HCl